NC1=C(C(=NN1C(C)C)C1=C(C(=C(C=C1)CC(=O)NC1=CC(=NO1)C1CC(C1)(C)C)F)F)C(=O)N 5-Amino-3-[4-[2-[[3-(3,3-dimethylcyclobutyl)isoxazol-5-yl]amino]-2-oxo-ethyl]-2,3-difluoro-phenyl]-1-isopropyl-pyrazole-4-carboxamide